CC1=CN=C(O1)C1CN(C1)[C@H]1[C@@H](CCC1)OC=1C=C2CN(C(C2=CC1)=O)N1C(CCCC1=O)=O (5-(((trans)-2-(3-(5-methyloxazol-2-yl)azetidin-1-yl)cyclopentyl)oxy)-1-oxoisoindolin-2-yl)piperidine-2,6-dione